(2-(6-((tert-butoxycarbonyl)amino)hex-1-yn-1-yl)thiazol-5-yl)boronic acid C(C)(C)(C)OC(=O)NCCCCC#CC=1SC(=CN1)B(O)O